C(CCCCCCC)(=S)OCCC[Si](C)(C)OCC 3-ethoxydimethylsilylpropyl thiooctanoate